4-((1-(4-chloro-3-(2,4-dioxotetrahydropyrimidin-1(2H)-yl)benzoyl)piperidin-4-yl)methoxy)piperidine-1-carboxylic acid-2,2,6,6-d ClC1=C(C=C(C(=O)N2CCC(CC2)COC2CC(N(C(C2)([2H])[2H])C(=O)O)([2H])[2H])C=C1)N1C(NC(CC1)=O)=O